C(C1=CC=CC=C1)N(C(=O)OC(C)(C)C)C(=O)OC(C)(C)C benzyl-bisBocamine